(1,3-dihydroxypropan-2-yl)carbamic acid tert-butyl ester C(C)(C)(C)OC(NC(CO)CO)=O